[(3-sulfophenyl)methyl]azanium S(=O)(=O)(O)C=1C=C(C=CC1)C[NH3+]